C(CCCCC)OC(CCC(=O)OCCCCCC(CCCCCOC(CCC(OCCCCCC)OCCCCCC)=O)N(CC1CCN(CC1)C)C(=O)OCC1=CC=CC=C1)OCCCCCC 6-(((benzyloxy)carbonyl)((1-methylpiperidin-4-yl)methyl)amino)undecane-1,11-diyl bis(4,4-bis(hexyloxy)butanoate)